COC1=CC=C(C=C1)C1(COCC1)C(=O)O 3-(4-methoxyphenyl)tetrahydrofuran-3-carboxylic acid